Tert-butyl N-[2,4-difluoro-3-([[3-methyl-1-(oxan-2-yl)-4-(pyridin-2-yl)pyrazolo[3,4-b]pyridin-5-yl]oxy]methyl) phenyl]-N-(5-fluoro-2-methoxypyridin-3-ylsulfonyl)carbamate FC1=C(C=CC(=C1COC=1C(=C2C(=NC1)N(N=C2C)C2OCCCC2)C2=NC=CC=C2)F)N(C(OC(C)(C)C)=O)S(=O)(=O)C=2C(=NC=C(C2)F)OC